Trimethylcyclohexylmethacrylat CC(C(C(=O)[O-])=CC1CCCCC1)(C)C